1-methyl-2-(2-methyl-2H-indazol-5-yl)-5-(pyridin-3-yl)-7-(trifluoromethyl)-1,5-dihydro-4H-imidazo[4,5-c][1,8]naphthyridin-4-one CN1C(=NC=2C(N(C=3N=C(C=CC3C21)C(F)(F)F)C=2C=NC=CC2)=O)C2=CC1=CN(N=C1C=C2)C